6-{8-[(2-cyano-2-methylideneethyl)amino]-7-(difluoromethoxy)naphthalen-2-yl}-N-{8-methyl-8-azabicyclo[3.2.1]octan-3-yl}pyridine-2-carboxamide C(#N)C(CNC=1C(=CC=C2C=CC(=CC12)C1=CC=CC(=N1)C(=O)NC1CC2CCC(C1)N2C)OC(F)F)=C